The molecule is a tetracyclic triterpenoid that is lanost-8-ene substituted by hydroxy groups at positions 3 and 25, a methylidene group at position 24 and an oxo group at position 7. Isolated from the whole plant of Silybum marianum, it exhibits inhibitory activity against chymotrypsin. It has a role as a metabolite and an EC 3.4.21.1 (chymotrypsin) inhibitor. It is a tetracyclic triterpenoid, a cyclic terpene ketone, a secondary alcohol and a tertiary alcohol. C[C@H](CCC(=C)C(C)(C)O)[C@H]1CC[C@@]2([C@@]1(CCC3=C2C(=O)C[C@@H]4[C@@]3(CC[C@@H](C4(C)C)O)C)C)C